((1R)-1-(3-((3-methoxyphenylethyl)amino)-2-methyl-3-oxopropanamido)-2-(p-tolyl)ethyl)boronic acid COC=1C=C(C=CC1)CCNC(C(C(=O)N[C@@H](CC1=CC=C(C=C1)C)B(O)O)C)=O